[SiH3]C=CCCCCCC[SiH2]C(NCCC[Si](C)(OC)OC)NCCC[Si](OC)(OC)C Silyl-8-bis(methyldimethoxysilylpropylamino)methylsilyl-octaneN